1-eicosanoyl-2-(5Z,8Z,11Z,14Z,17Z-eicosapentaenoyl)-glycero-3-phosphocholine CCCCCCCCCCCCCCCCCCCC(=O)OC[C@H](COP(=O)([O-])OCC[N+](C)(C)C)OC(=O)CCC/C=C\C/C=C\C/C=C\C/C=C\C/C=C\CC